NC=1C(=NC=CC1C1=C(C=CC(=C1)F)F)[C@H]1[C@@H](CC(CC1)=O)C rac-(trans)-4-(3-amino-4-(2,5-difluorophenyl)pyridin-2-yl)-3-methylcyclohexane-1-one